OC1=CC=C(C=C1)C(C)(CCC1=CC=C(C=C1)O)C 2,4-Bis-(4-hydroxyphenyl)-2-methyl-butan